CC1=C(C=CC(=C1)C)SC1=C(C=CC=C1)[N+](=O)[O-] 2-(2,4-dimethyl-phenyl-mercapto)nitrobenzene